methyl 2-(3-amino-4-iodophenyl)-2-methylpropionate NC=1C=C(C=CC1I)C(C(=O)OC)(C)C